Racemic-6-(3-((1-(4-fluoro-3-methoxyphenyl)ethyl)glycyl)-3,8-diazabicyclo[3.2.1]octan-8-yl)nicotinonitrile FC1=C(C=C(C=C1)C(C)NCC(=O)N1CC2CCC(C1)N2C2=NC=C(C#N)C=C2)OC